trans-1-methyl-4-((5-(pyrazolo[1,5-a]pyridin-5-yl)-7H-pyrrolo[2,3-d]pyrimidin-2-yl)amino)cyclohexan-1-ol CC1(CCC(CC1)NC=1N=CC2=C(N1)NC=C2C2=CC=1N(C=C2)N=CC1)O